CC1NC=2C=CC3=C(C2C1(CCS(=O)(=O)O)CCS(=O)(=O)O)C=CC=C3 2,2'-(2-methyl-2,3-dihydro-1H-benzo[e]indole-1,1-diyl)bis(ethane-1-sulfonic acid)